(R or S)-2-(2-(5,6-Dimethoxythieno[3,2-b]pyridin-2-yl)-2-oxoethyl)pentanoic acid COC1=C(C=C2C(=N1)C=C(S2)C(C[C@H](C(=O)O)CCC)=O)OC |o1:13|